N[C@H]1CCC2=CC(=CC(=C12)F)N1C(=NC=2C1=NC(=CC2)N2N=CC=C2)C=2C(=NC=CC2)N (S)-3-(3-(1-amino-7-fluoro-2,3-dihydro-1H-inden-5-yl)-5-(1H-pyrazol-1-yl)-3H-imidazo[4,5-b]pyridin-2-yl)pyridin-2-amine